dioctyl adipate Carbon [C].C(CCCCC(=O)OCCCCCCCC)(=O)OCCCCCCCC